F[C@H]1CN(CC1)C[C@@H](C)[C@H]1CC[C@H]2\C(\CCC[C@]12C)=C\C=C1C[C@H](C[C@@H](C1)O)O (1R,3R)-5-(2-((1R,3aS,7aR,E)-1-((S)-1-((R)-3-fluoropyrrolidin-1-yl)propan-2-yl)-7a-methyl-octahydro-4H-inden-4-ylidene)ethylidene)cyclohexane-1,3-diol